IC=1C=NC(=NC1)N1CCN(CC1)C=1C=NN2C1C=CC(=C2)C=2C=NN(C2)C 3-(4-(5-iodopyrimidin-2-yl)piperazin-1-yl)-6-(1-methyl-1H-pyrazol-4-yl)pyrazolo[1,5-a]pyridine